2-hexyl-3-hydroxy-5-propylphenolate C(CCCCC)C1=C(C=C(C=C1O)CCC)[O-]